(5R,8S) or (5S,8R)-(7-Chloro-1H-benzo[d]imidazol-2-yl)(8-methoxy-5-methyl-7,8-dihydro-1,6-naphthyridin-6(5H)-yl)methanone ClC1=CC=CC2=C1NC(=N2)C(=O)N2[C@@H](C=1C=CC=NC1[C@H](C2)OC)C |o1:13,20|